FC1=C(N=C(C2=C1N=C(N=C2)SC)N2[C@@](CC2)(C(=O)NC)C)C2=CC(=CC1=CC=C(C(=C21)C#C[Si](C(C)C)(C(C)C)C(C)C)F)OCOC (2S)-1-{8-fluoro-7-[7-fluoro-3-(methoxymethoxy)-8-[2-(triisopropyl-silyl)ethynyl]naphthalen-1-yl]-2-(methylsulfanyl)pyrido[4,3-d]pyrimidin-5-yl}-N,2-dimethylazetidine-2-carboxamide